BrC1=CC2=C(N=C(O2)N2CC3(CC2)CCN(CC3)C)C(=C1)F 6-bromo-4-fluoro-2-(8-methyl-2,8-diazaspiro[4.5]decan-2-yl)benzo[d]oxazole